C(C1C(C2C(C)O2)O1)(=O)O 2,3:4,5-DIEPOXY-HEXANOIC ACID